1-((R)-2-(5-isopropyl-3-((2-(4-methoxypiperidin-1-yl)pyrimidin-4-yl)amino)-8-((2R,3S)-2-methyl-3-((methylsulfonyl)methyl)azetidin-1-yl)isoquinolin-6-yl)pyrrolidin-1-yl)prop-2-en-1-one C(C)(C)C1=C2C=C(N=CC2=C(C=C1[C@@H]1N(CCC1)C(C=C)=O)N1[C@@H]([C@H](C1)CS(=O)(=O)C)C)NC1=NC(=NC=C1)N1CCC(CC1)OC